2-(4-(4-(5,6,7,8-tetrahydro-1,8-naphthyridin-2-yl)butyrylamino)piperidin-1-yl)acetic acid ethyl ester C(C)OC(CN1CCC(CC1)NC(CCCC1=NC=2NCCCC2C=C1)=O)=O